1,4-dioxa-7-azaspiro[4.4]nonane-8-carboxamide O1CCOC12CNC(C2)C(=O)N